N-((4-fluorotetrahydro-2H-pyran-4-yl)methyl)-2-methyl-5-((2-methylthiazol-5-yl)methoxy)benzofuran-3-carboxamide FC1(CCOCC1)CNC(=O)C1=C(OC2=C1C=C(C=C2)OCC2=CN=C(S2)C)C